FC(C(=O)O)(CC1=CC(=CC(=C1)C(F)(F)F)I)F α,α-difluoro-3-iodo-5-(trifluoromethyl)-benzenepropanoic acid